1-METHYLINDAZOLE-4-BORONIC ACID CN1N=CC=2C(=CC=CC12)B(O)O